COC1=CC=C(C=C1)C1=NC2=CC=CC=C2C(=C1)NCCCO 3-(2-(4-methoxyphenyl)quinolin-4-ylamino)propan-1-ol